methyl 7-hydroxy-4-methyl-2-oxo-chromene-6-carboxylate OC1=C(C=C2C(=CC(OC2=C1)=O)C)C(=O)OC